ClC1=C(C(=C(C1(OC)OC)Cl)Cl)Cl 1,2,3,4-tetrachloro-5,5-dimethoxycyclopentadiene